C(=O)(O)[C@H](O)[C@@H](O)C(=O)O.N[C@@H]1CN(C[C@@H]([C@H]1O)C)C1=C2C(=NC=C1NC(=O)C1=NC(=C(C=C1)F)C1=C(C=CC=C1F)F)[C@@H](CC2)O N-{(R)-4-[(3R,4R,5S)-3-amino-4-hydroxy-5-methylpiperidin-1-yl]-7-hydroxy-6,7-dihydro-5H-cyclopenta[b]pyridin-3-yl}-6-(2,6-difluorophenyl)-5-fluoropyridinecarboxamide L-tartrate